(3,5-di-t-butyl-4-hydroxyphenyl)propionamide C(C)(C)(C)C=1C=C(C=C(C1O)C(C)(C)C)C(C(=O)N)C